FC1=CC=C(COC2=NC(=CC(=C2)CN)N2CCOCC2)C=C1 (2-((4-fluorobenzyl)oxy)-6-morpholinopyridin-4-yl)methanamine